(S)-7-methoxy-4-oxo-2,3,4,5-tetrahydrobenzo[b][1,4]oxazepin-3-yl-carbamic acid tert-butyl ester C(C)(C)(C)OC(N[C@@H]1C(NC2=C(OC1)C=CC(=C2)OC)=O)=O